FC(OC1=C(C=C(C=C1)SC(C)C)C1=NNC=C1NC(=O)C1=CN=C2N1N=CC=C2)F N-[3-[2-(difluoromethoxy)-5-(propan-2-ylsulfanyl)phenyl]-1H-pyrazol-4-yl]imidazo[1,2-b]pyridazine-3-carboxamide